6-O-octanoyl-ascorbic acid C(CCCCCCC)(=O)OC[C@@H]([C@@H]1C(=C(C(=O)O1)O)O)O